C(CCCN=C=O)CCNC(=O)N(CCCCCCN=C=O)C(=O)NCCCCCCN=C=O tris(isocyanatohexyl)biuret